[4-[[3-(3-fluoro-4-methoxy-phenyl)imidazo[1,2-a]pyrazin-8-yl]amino]-2-methyl-phenyl]-[4-[(3S)-pyrrolidine-3-carbonyl]piperazin-1-yl]methanone hydrochloride Cl.FC=1C=C(C=CC1OC)C1=CN=C2N1C=CN=C2NC2=CC(=C(C=C2)C(=O)N2CCN(CC2)C(=O)[C@@H]2CNCC2)C